2-(3,4-dichlorophenyl)-1-ethyl-6-[[3-(3-methoxypropanoyl-amino)pyrazol-1-yl]methyl]-4-oxo-pyridine-3-carboxylic acid ClC=1C=C(C=CC1Cl)C=1N(C(=CC(C1C(=O)O)=O)CN1N=C(C=C1)NC(CCOC)=O)CC